CC1=C(C(=C(C(=C1)CC)N)CC)N 1-methyl-3,5-diethyl-2,4-diaminobenzene